C(C1=CC=CC=C1)SSCC1=CC=CC=C1 Dibenzyl Disulfide